(S)-4-(((R)-2-methoxypropyl)(4-(5,6,7,8-tetrahydro-1,8-naphthyridin-2-yl)butyl)amino)-2-((1-methyl-1H-indol-3-yl)amino)butanoic acid CO[C@@H](CN(CC[C@@H](C(=O)O)NC1=CN(C2=CC=CC=C12)C)CCCCC1=NC=2NCCCC2C=C1)C